5-(4-Fluoro-7-(2-morpholinoethoxy)isoindolin-2-yl)-4-(trifluoromethyl)pyridazin-3(2H)-one FC1=C2CN(CC2=C(C=C1)OCCN1CCOCC1)C1=C(C(NN=C1)=O)C(F)(F)F